D-3-chloro-N-(2,6-dimethoxyphenyl)pyrazin-2-amine ClC=1C(=NC=CN1)NC1=C(C=CC=C1OC)OC